N[C@H](C(=O)N[C@H](C(=O)[O-])CC(C)C)CCC1=NC2=C(N1C)C=CC(=C2)N(CCCl)CCCl (2S)-2-[[(2S)-2-amino-4-[5-[bis(2-chloroethyl)amino]-1-methyl-benzimidazol-2-yl]butanoyl]amino]-4-methyl-pentanoate